6-(5-amino-4,6-dichloropyridin-2-yl)-N2,N4-bis(1,1,1-trifluoroprop-2-yl)-1,3,5-triazine-2,4-diamine NC=1C(=CC(=NC1Cl)C1=NC(=NC(=N1)NC(C(F)(F)F)C)NC(C(F)(F)F)C)Cl